C(=O)(O)C1CC(C=CC1)CCCCC 6-Carboxy-4-pentyl-2-cyclohexen